CC1=NC2=C(C=C(C=C2NC1=O)CN1CCN(CC1)C=1C=CC(=NC1C)C(=O)NC)C 5-(4-((2,8-dimethyl-3-oxo-3,4-dihydroquinoxalin-6-yl)methyl)piperazin-1-yl)-N,6-dimethylpicolinamide